S(N)(OC[C@H]1OC(O[C@@H]1C1=C(C=CC=C1)N)C)(=O)=O ((4R,5R)-5-(2-aminophenyl)-2-methyl-1,3-dioxolan-4-yl)methyl sulfamate